CC(/C=C/C(=O)OC(\C=C\C(C)(C)C)=O)(C)C (E)-4,4-dimethylpent-2-enoic anhydride